5-[4-(6-fluoropyridin-2-yl)piperazine-1-carbonyl]-6-methyl-N-(1-methylcyclopropyl)furo[2,3-d]pyrimidin-4-amine FC1=CC=CC(=N1)N1CCN(CC1)C(=O)C1=C(OC=2N=CN=C(C21)NC2(CC2)C)C